C(C)(C)(C)OC(=O)N1CC(C(CC1)=CF)(C(=O)O)C 4-(fluoromethylene)-3-methylpiperidine-1,3-dicarboxylic acid 1-tert-butyl ester